tert-butyl (1-(1,3-dihydroxypropan-2-yl)piperidin-4-yl)carbamate OCC(CO)N1CCC(CC1)NC(OC(C)(C)C)=O